(S)-1-(3-methoxy-4-(4-methyl-1H-imidazol-1-yl)benzoyl)-N-methyl-N-phenylpyrrolidine-2-carboxamide COC=1C=C(C(=O)N2[C@@H](CCC2)C(=O)N(C2=CC=CC=C2)C)C=CC1N1C=NC(=C1)C